(1S,3aS,3bS,7S,9aR,9bS,11aS)-9a,11a-dimethyl-1-[(1S)-1-[(2-methylpyridin-3-yl)oxy]ethyl]-1H,2H,3H,3aH,3bH,4H,6H,7H,8H,9H,9aH,9bH,10H,11H,11aH-cyclopenta[a]phenanthren-7-ol C[C@]12[C@H]3CC[C@]4([C@H]([C@@H]3CC=C2C[C@H](CC1)O)CC[C@@H]4[C@H](C)OC=4C(=NC=CC4)C)C